2-(difluoromethoxy)-5-fluoropyridine-3-sulfonyl chloride FC(OC1=NC=C(C=C1S(=O)(=O)Cl)F)F